N-[4-fluoro-5-[2-(4-methylpiperazin-1-yl)pyrimidin-5-yl]-2-[rac-(3R)-3,4-dimethylpiperazin-1-yl]phenyl]-1-methyl-6-oxo-4-(trifluoromethyl)pyridine-3-carboxamide FC1=CC(=C(C=C1C=1C=NC(=NC1)N1CCN(CC1)C)NC(=O)C1=CN(C(C=C1C(F)(F)F)=O)C)N1C[C@H](N(CC1)C)C |r|